COCCOCCOC Diethyleneglycol dimethyl ether